FCC1CN(CC1)CCNC1=NC=CC=C1 N-(2-(3-(fluoromethyl)pyrrolidin-1-yl)ethyl)pyridin-2-amine